C1(CC1)[C@H](C)N1C(C2=C(C=C(C=C2C1)B1OC(C(O1)(C)C)(C)C)N=S(=O)(C)C)=O (S)-2-(1-cyclopropylethyl)-7-((dimethyl(oxo)-λ6-sulfanylidene)amino)-5-(4,4,5,5-tetramethyl-1,3,2-dioxaborolan-2-yl)isoindolin-1-one